C(CCCCCCCCCCCCCCC)N monohexaDecylamine